2-(2-(2-(3-bromo-1-methyl-1H-pyrazol-5-yl)ethoxy)propoxy)-6-chloropyridine BrC1=NN(C(=C1)CCOC(COC1=NC(=CC=C1)Cl)C)C